COC(NS(=O)(=O)C(F)(F)F)=O N-(trifluoromethylsulfonyl)carbamic acid methyl ester